NCC1=CC=C(C=C1)N1C(C=CC=C1)=O 1-(4-(aminomethyl)phenyl)pyridin-2(1H)-one